C(\C=C\C(=O)O)(=O)O.NC(C[C@@H](C)N(CCC[C@H](C(C)C)N1CC2(C1)CN(CC2)C=2N=CN=NC2OC2=C(C(=O)N(C(C)C)C(C)C)C=C(C=C2)F)C)=O 2-((5-(2-((R)-6-(((R)-4-amino-4-oxobutan-2-yl)(methyl)amino)-2-methylhex-3-yl)-2,6-diazaspiro[3.4]oct-6-yl)-1,2,4-triazin-6-yl)oxy)-5-fluoro-N,N-diisopropylbenzamide fumarate